3-((S)-3-((R)-8-(6-fluoro-4-oxo-1,4-dihydroquinolin-3-ylsulfonyl)-1-oxa-8-azaspiro[4.5]decan-3-ylamino)-2-hydroxypropoxy)benzenesulfonamide FC=1C=C2C(C(=CNC2=CC1)S(=O)(=O)N1CCC2(C[C@H](CO2)NC[C@@H](COC=2C=C(C=CC2)S(=O)(=O)N)O)CC1)=O